3-(thiophen-2-yl)furan S1C(=CC=C1)C1=COC=C1